OC1=CC=C2CC[C@@H](C2=C1)NC(C=C)=O N-[(1S)-6-hydroxyindan-1-yl]propenamide